(piperidin-4-ylmethyl)-D-proline methyl ester COC([C@@H]1N(CCC1)CC1CCNCC1)=O